CC=1C=CC=2N(C3=CC=CC=C3C2C1)C1=CC=C(C=C1)C1=C(C(=C(C(=C1C1=CC=C(C=C1)N1C2=CC=CC=C2C=2C=C(C=CC12)C)C1=CC=C(C=C1)N1C2=CC=CC=C2C=2C=C(C=CC12)C)C1=NC(=CC=C1)C)C#N)C1=CC=C(C=C1)N1C2=CC=CC=C2C=2C=C(C=CC12)C 4,4''-bis(3-methyl-9H-carbazol-9-yl)-5',6'-bis(4-(3-methyl-9H-carbazol-9-yl)phenyl)-4'-(6-methylpyridin-2-yl)-[1,1':2',1''-terphenyl]-3'-carbonitrile